2-chloro-9,10-bis(n-propoxy)anthracene ClC1=CC2=C(C3=CC=CC=C3C(=C2C=C1)OCCC)OCCC